N-(ethoxycarbonyl)valine ethyl ester C(C)OC([C@@H](NC(=O)OCC)C(C)C)=O